methoxy-3-(4-chlorophenyl)-benzoimidazol-2-one COC1=CC=CC=2NC(N(C21)C2=CC=C(C=C2)Cl)=O